(S)-N-((S)-(3-(1H-pyrazol-5-yl)phenyl)(6-fluoro-5-isopropylpyridin-2-yl)methyl)-2-fluorocyclopropane-1-carboxamide N1N=CC=C1C=1C=C(C=CC1)[C@H](NC(=O)[C@H]1C(C1)F)C1=NC(=C(C=C1)C(C)C)F